N1=C(C=CC=2CCCNC12)CCCCNC1=CNC=C1 (R)-3-(4-(5,6,7,8-tetrahydro-1,8-naphthyridin-2-yl)butylamino)pyrrole